ethyl 2-{3-chloro-4-methyl-5H,6H,7H,8H,9H-pyridazino-[3,4-b]azepin-9-yl}-1,3-thiazole-1-carboxylate ClC1=C(C2=C(N(CCCC2)C=2S(C=CN2)C(=O)OCC)N=N1)C